[Sn].OCCS(=O)(=O)O 2-hydroxyethanesulfonic acid tin